NC1=C2C(=NC=N1)N(N=C2C2=CC=C(C=C2)OC2=CC=CC=C2)C2CCC(CC2)CN2C(C(N(C(C2([2H])[2H])([2H])[2H])C=2C=C1C(N(C(C1=CC2F)=O)C2C(NC(CC2)=O)=O)=O)([2H])[2H])([2H])[2H] 5-(4-((4-(4-amino-3-(4-phenoxyphenyl)-1H-pyrazolo[3,4-d]pyrimidin-1-yl)cyclohexyl)methyl)piperazin-1-yl-2,2,3,3,5,5,6,6-d8)-2-(2,6-dioxopiperidin-3-yl)-6-fluoroisoindoline-1,3-dione